FC(COC(C(=O)Cl)=O)(F)F.C[C@H]1N(C[C@@H](N(C1)C(C(OCC(F)(F)F)=O)=O)C1=CC=CC=C1)C(=O)OC(C)(C)C tert-butyl (2R,5S)-2-methyl-4-[2-oxo-2-(2,2,2-trifluoroethoxy)acetyl]-5-phenyl-piperazine-1-carboxylate 2,2,2-trifluoroethyl-2-chloro-2-oxo-acetate